5-(5-(cyclopropylcarbamoyl)-4-fluoro-2-methylphenyl)-2-((1-hydroxy-2-methylpropan-2-yl)amino)-N-(2-methoxyethyl)-N-methylnicotinamide C1(CC1)NC(=O)C=1C(=CC(=C(C1)C=1C=NC(=C(C(=O)N(C)CCOC)C1)NC(CO)(C)C)C)F